3-(8-(bis(4-methoxybenzyl)amino)-2-((2-chloro-6-fluorophenyl)(hydroxy)methyl)-[1,2,4]triazolo[1,5-a]pyrazin-6-yl)-2-fluorobenzonitrile COC1=CC=C(CN(C=2C=3N(C=C(N2)C=2C(=C(C#N)C=CC2)F)N=C(N3)C(O)C3=C(C=CC=C3F)Cl)CC3=CC=C(C=C3)OC)C=C1